2-(4-bromo-2-fluorostyryl)oxazole BrC1=CC(=C(C=CC=2OC=CN2)C=C1)F